(R)-5-((tert-butoxycarbonyl)amino)-2-(2,5-dioxo-2,5-dihydro-1H-pyrrol-1-yl)pentanoic acid C(C)(C)(C)OC(=O)NCCC[C@H](C(=O)O)N1C(C=CC1=O)=O